3,4-difluoro-2-((2-fluoro-4-iodo-5-methylphenyl)amino)-5-vinylbenzoic acid FC=1C(=C(C(=O)O)C=C(C1F)C=C)NC1=C(C=C(C(=C1)C)I)F